C(#N)C1CC2(C1)C[C@H](N(CC2)CC2=C1C=CNC1=C(C=C2OC)C)C2=CC=C(C(=O)N1CC3(C1)CC(C3)C(=O)O)C=C2 2-(4-((2S,4r,6S)-2-cyano-7-((5-methoxy-7-methyl-1H-indol-4-yl)methyl)-7-azaspiro[3.5]nonan-6-yl)benzoyl)-2-azaspiro[3.3]heptane-6-carboxylic acid